CC(CCC=CCCC=CCC)C dimethyl-4,8-undecadien